C(C)N(C(CC=1C=NC=CC1)=O)CCC1=CC=C(C=C1)NC(=O)C1=C(C=C(C(=C1)OC)OC)NC(=O)C=1OC2=CC=CC=C2C(C1)=O N-(2-((4-(2-(N-Ethyl-2-(pyridin-3-yl)acetamido)ethyl)phenyl)carbamoyl)-4,5-dimethoxyphenyl)-4-oxo-4H-chromene-2-carboxamide